C(N)(=N)C=1C=CSC1 4-carbamimidoylthiophen